FC1(CN(CC[C@H]1NC1=NN2C(C(=N1)OC)=C(C=C2)C=2C=CC1=C(N(N=N1)CC(C)(F)F)C2)C2COC2)F (R)-N-(3,3-difluoro-1-(oxetan-3-yl)piperidin-4-yl)-5-(1-(2,2-difluoropropyl)-1H-benzo[d][1,2,3]triazol-6-yl)-4-methoxypyrrolo[2,1-f][1,2,4]triazin-2-amine